OC1(CC(CCC1)NC(C1=CC=CC=C1)=O)C N-(3-hydroxy-3-methylcyclohexyl)benzamide